2-fluoro-6-(2-methoxyanilino)-9-(oxepan-2-yl)-9H-purine FC1=NC(=C2N=CN(C2=N1)C1OCCCCC1)NC1=C(C=CC=C1)OC